I(=O)(=O)[O-].[Mn+2].I(=O)(=O)[O-] Manganese(II) iodate